CC1CC=C(C(C1)=O)C(C)C 5-methyl-2-(1-methylethyl)-2-cyclohexene-1-one